C1(CC1)C1=NN(C=C1C1=NC(=CC=C1)C)[C@@H]1C[C@H](C1)CCCNC=1C=C2C(N(C(C2=CC1)=O)C1C(NC(CC1)=O)=O)=O 5-((3-(trans-3-(3-cyclopropyl-4-(6-methylpyridin-2-yl)-1H-pyrazol-1-yl)cyclobutyl)propyl)amino)-2-(2,6-dioxopiperidin-3-yl)isoindoline-1,3-dione